6-[[5-bromo-2-(3-chloro-2-pyridyl)pyrazole-3-carbonyl]amino]-5-methylquinoline BrC=1C=C(N(N1)C1=NC=CC=C1Cl)C(=O)NC=1C(=C2C=CC=NC2=CC1)C